(5S)-2-(4-Methylbenzyl)-5-(pyrrolidin-1-ylcarbonyl)-5,6,7,8-tetrahydro[1,2,4]triazolo[4,3-a]pyridine-3(2H)-on CC1=CC=C(CN2N=C3N([C@@H](CCC3)C(=O)N3CCCC3)C2=O)C=C1